ClC(OC1=CC=C(C=C1)NC(=O)C1=CC(=C2C3(C(NC2=C1)=O)CC(CC3)O)C3=CC=NN3)(F)F N-(4-(chlorodifluoromethoxy)phenyl)-3-hydroxy-2'-oxo-4'-(1H-pyrazol-5-yl)spiro[cyclopentane-1,3'-indoline]-6'-carboxamide